tert-butyl (3S)-3-[3-(2,6-dibenzyloxy-3-pyridyl)-1-methyl-indazol-7-yl]pyrrolidine-1-carboxylate C(C1=CC=CC=C1)OC1=NC(=CC=C1C1=NN(C2=C(C=CC=C12)[C@H]1CN(CC1)C(=O)OC(C)(C)C)C)OCC1=CC=CC=C1